(R)-6-((2-(3-Amino-4,4-difluoropiperidin-1-yl)-5-fluoro-1H-benzo[d]imidazol-1-yl)methyl)nicotinonitril-hydrochlorid Cl.N[C@@H]1CN(CCC1(F)F)C1=NC2=C(N1CC1=NC=C(C#N)C=C1)C=CC(=C2)F